OCCN(CCNC1=NC(=NC(=N1)NCCCNC(OC(C)(C)C)=O)NCCCNC(OC(C)(C)C)=O)C di-tert-butyl (((6-((2-((2-hydroxyethyl)(methyl)amino)ethyl)amino)-1,3,5-triazine-2,4-diyl)bis(azanediyl))bis(propane-3,1-diyl))dicarbamate